7-(1,4-dioxaspiro[4.5]dec-7-en-8-yl)pyrrolo[2,1-f][1,2,4]triazin-4-amine O1CCOC12CC=C(CC2)C2=CC=C1C(=NC=NN12)N